FC(C1CC(N(CC1)S(=O)(=O)C1=CC=C(C)C=C1)C1=C(CN2C(NC(C3=C2C=CN3)=O)=C=S)C=CC=C1)F (2-(4-(difluoromethyl)-1-p-toluenesulfonylpiperidin-2-yl)benzyl)-2-thiocarbonyl-1,2,3,5-tetrahydro-4H-pyrrolo[3,2-d]pyrimidin-4-one